5-(2,2-Difluorobenzo[d][1,3]dioxol-5-yl)isoindoline-2-carboxylic acid tert-butyl ester C(C)(C)(C)OC(=O)N1CC2=CC=C(C=C2C1)C1=CC2=C(OC(O2)(F)F)C=C1